7-Methyl-1-[2-methyl-4-(4-methylimidazol-1-yl)phenyl]sulfonyl-benzimidazole CC1=CC=CC2=C1N(C=N2)S(=O)(=O)C2=C(C=C(C=C2)N2C=NC(=C2)C)C